OCC1=NC2=CC=CC=C2C=C1NC(C(C)(C)C)=O N-[2-(hydroxymethyl)-3-quinolinyl]-2,2-dimethyl-propionamide